C1(CC1)N1CCC2=C(C(=CC(=C12)F)C)C1=C(C=C(C=C1OCC1=CC=CC=C1)CC1CC1)OCC1=CC=CC=C1 1-Cyclopropyl-4-(4-(cyclopropylmethyl)-2,6-bis(benzyloxy)phenyl)-7-fluoro-5-methylindolin